(Trans-3-methyl-6-azabicyclo[3.1.1]hept-6-yl)(pyridin-2-yl)methanone tert-Butyl-(4-((2-(benzylthio)-5-methylbenzyl)oxy)butyl)(4,4-difluorocyclohexyl)carbamate C(C)(C)(C)OC(N(C1CCC(CC1)(F)F)CCCCOCC1=C(C=CC(=C1)C)SCC1=CC=CC=C1)=O.CC1CC2N(C(C1)C2)C(=O)C2=NC=CC=C2